R-8-bromo-1,2,3,4-tetrahydronaphthalen-2-ol BrC=1C=CC=C2CC[C@H](CC12)O